(S)-tetrahydrofuranoyl bromide O1[C@@H](CCC1)C(=O)Br